BrC1CC(C2=CC(=CC=C12)[N+](=O)[O-])(F)F 3-bromo-1,1-difluoro-6-nitro-indane